3,5-bistrifluoromethylbenzyl (1R,5S,6S)-6-(((1H-benzo[1,2,3]triazol-5-yl) methyl) carbamoyl)-3-azabicyclo[3.1.1]heptane-3-carboxylate N1N=NC2=C1C=CC(=C2)CNC(=O)C2[C@H]1CN(C[C@@H]2C1)C(=O)OCC1=CC(=CC(=C1)C(F)(F)F)C(F)(F)F